ethyl 1-[(6-{3-azabicyclo[3.1.0]-hexan-3-yl}-2-formylpyridin-3-yl)methyl]-1H-pyrazole-4-carboxylate C12CN(CC2C1)C1=CC=C(C(=N1)C=O)CN1N=CC(=C1)C(=O)OCC